CC=1C=C2OC(COC=3C=CC=C(CC(OC=4C=5C(=CSC5N=CN4)C1C(=C2)C)C(=O)O)C3)CN3CCN(CC3)C 20,22-dimethyl-16-[(4-methylpiperazin-1-yl)methyl]-7,8,15,16-tetrahydro-18,21-etheno-13,9-(metheno)-6,14,17-trioxa-2-thia-3,5-diazacyclononadeca[1,2,3-cd]indene-7-carboxylic acid